CC1(CCC(CC1)NC=1N=CC2=C(N1)NC=C2C2=CC=1N(C=C2)N=CC1)NC(C)=O N-((1r,4r)-1-methyl-4-((5-(pyrazolo[1,5-a]pyridin-5-yl)-7H-pyrrolo[2,3-d]pyrimidin-2-yl)amino)cyclohexyl)acetamide